FC1=C(C(=CC(=C1)C=1CCC(CN1)C)F)O 2,6-difluoro-4-(3-methyl-2,3,4,5-tetrahydropyridin-6-yl)Phenol